ClC1=CC(=CC(=N1)N1CCN(CC1)S(=O)(=O)C=1C=C2CCN(C2=CC1)C(CNCCO)=O)C(F)(F)F 1-[5-[4-[6-Chloro-4-(trifluoromethyl)-2-pyridyl]piperazin-1-yl]sulfonylindolin-1-yl]-2-(2-hydroxyethylamino)ethanone